3-(2-aminoethoxyimino)-6beta-hydroxyandrostan-17-one hydrochloride Cl.NCCON=C1CC2[C@@H](C[C@H]3[C@@H]4CCC([C@@]4(C)CC[C@@H]3[C@]2(CC1)C)=O)O